C(C)(C)NC=1C(=NC=CC1)N1CCNCC1 4-[3-(isopropylamino)-2-pyridyl]piperazine